((2S)-4-((3S)-3-(1-isopropyl-3-(6-(trifluoromethyl)pyridin-3-yl)-1H-1,2,4-triazol-5-yl)cyclopentyl)morpholin-2-yl)methanol C(C)(C)N1N=C(N=C1[C@@H]1CC(CC1)N1C[C@H](OCC1)CO)C=1C=NC(=CC1)C(F)(F)F